5-(acetoxy)-4-(4'-chloro-4-ethyl-2'-fluoro[1,1'-biphenyl]-3-yl)-3,6-dihydro-2,2,6,6-tetramethyl-2H-pyran-3-one C(C)(=O)OC1=C(C(C(OC1(C)C)(C)C)=O)C=1C=C(C=CC1CC)C1=C(C=C(C=C1)Cl)F